CC=1OC(C2=C(N1)C=C1N=C(OC(C1=C2)=O)C)=O 2,8-dimethyl-4h,6h-benzo(1,2-d:5,4-d')bis(1,3)-oxazine-4,6-dione